NC1=C(CCC2=C(C(=O)N)C=CC=C2NC2=NC=C(C=N2)C2=CC(=CC=C2)F)C=CC=C1 (2-aminophenethyl)-3-((5-(3-fluorophenyl)pyrimidin-2-yl)amino)benzamide